N-methyl-2-(methyl(piperidin-4-yl)amino)-N-(2-oxo-1,2-dihydropyrimidin-5-yl)quinoline-6-carboxamide CN(C(=O)C=1C=C2C=CC(=NC2=CC1)N(C1CCNCC1)C)C=1C=NC(NC1)=O